FC=1C=C(C2=C(CCO2)C1)N 5-fluoro-2,3-dihydrobenzofuran-7-amine